O1C=CC=C1 (e)-furan